dichloropropanol oxalate C(C(=O)O)(=O)O.ClC(CC)(O)Cl